CC1NCCC=C1C1=CC=2C(=NC=CC2NC=2C=CC3=C(N=CS3)C2)S1 N-(2-(2-methyl-1,2,5,6-tetrahydropyridin-3-yl)thieno[2,3-b]pyridin-4-yl)benzo[d]thiazol-5-amine